IC1=CC(=NC(=C1)N1CCOCC1)N1C[C@@H](CC1)O (3R)-1-[4-iodo-6-(morpholin-4-yl)pyridin-2-yl]Pyrrolidin-3-ol